C(C)(C)(C)OC(=O)NC1CC2(CN(C2)C(=O)OCC2=CC=CC=C2)C1 Benzyl 6-((tert-butoxycarbonyl) amino)-2-azaspiro[3.3]heptane-2-carboxylate